ClC1=NC=C(C(=C1)C1=C(C=NC(=C1)C)C(=O)NC=1SC2=C(N1)CN(C2)C(C2=C(N=C(C=C2)C(F)F)OC)=O)OC 2'-chloro-N-(5-(6-(difluoromethyl)-2-methoxy-nicotinoyl)-5,6-dihydro-4H-pyrrolo[3,4-d]thiazol-2-yl)-5'-methoxy-6-methyl-[4,4'-bipyridine]-3-carboxamide